C(C)O[Si](OCC)(OCC)CNCCC[Si](OCC)(OCC)OCC (triethoxysilylmethyl)(triethoxysilylpropyl)amine